tert-butyl oxo-7-({[(s,4s)-4-(6-hydroxypyridin-2-yl)cyclohexyl]oxy}methyl)-4-oxa-1,8-diazaspiro[5.5]undecane-8-carboxylate O=C1NC2(COC1)C(N(CCC2)C(=O)OC(C)(C)C)COC2CCC(CC2)C2=NC(=CC=C2)O